C(C)OC(=O)C1=C(C2=C(N=C(S2)SC)N1C=1SC=CN1)C=O 6-formyl-2-(methylthio)-4-(thiazol-2-yl)-4H-pyrrolo[2,3-d]Thiazole-5-carboxylic acid ethyl ester